2-(4-fluorophenyl)-N-{4-[5-methyl-4-oxo-3-(3,4,5-trifluorophenyl)-4,5-dihydro-1H-pyrrolo[3,2-c]pyridin-2-yl]pyridin-2-yl}propanamide FC1=CC=C(C=C1)C(C(=O)NC1=NC=CC(=C1)C1=C(C=2C(N(C=CC2N1)C)=O)C1=CC(=C(C(=C1)F)F)F)C